C(C)(C)(C)NC(O)=O.O[C@H](C(=O)O)COC1=CC(=CC=C1)S(=O)(=O)C1(CC1)CO ((S)-hydroxy-3-(3-((1-(hydroxymethyl)cyclopropyl)sulfonyl)phenoxy)propanoic acid) tert-butyl-carbamate